4-[4-fluoro-1-(4-methylpyrimidin-2-yl)piperidine-4-carbonyl]-3,5-dihydro-2H-pyrido[3,4-f][1,4]oxazepine-9-carbonitrile FC1(CCN(CC1)C1=NC=CC(=N1)C)C(=O)N1CCOC2=C(C1)C=NC=C2C#N